FC(C(=O)N1CC2=CC=C(C=C2CC1)C=O)(F)F 2-(2,2,2-trifluoroacetyl)-3,4-dihydro-1H-isoquinoline-6-carbaldehyde